NC1=NC=2C=CC(=CC2C2=C1N(N=C2)C)C(=O)N2[C@H](COCC2)C2=CC=C(C=C2)OC(F)(F)F (4-amino-3-methyl-3H-pyrazolo[3,4-c]quinolin-8-yl)((3S)-3-(4-(trifluoromethoxy)phenyl)-4-morpholinyl)methanone